FC1=NN(C=C1)C1=C(C=2N(C(=N1)N)N=C(N2)CC2=NC=CC=C2F)C=2C=CC=1N(C2)C(=CN1)C 7-(3-fluoro-1H-pyrazol-1-yl)-2-((3-fluoropyridin-2-yl)methyl)-8-(3-methylimidazo[1,2-a]pyridin-6-yl)-[1,2,4]triazolo[1,5-c]pyrimidin-5-amine